(6-methyl-4-oxo-2-thioxo-1,2,3,4-tetrahydro-pyrimidin-5-yl)-acetic acid methyl ester COC(CC=1C(NC(NC1C)=S)=O)=O